copper trans-aconitate C(C=C(C(=O)[O-])CC(=O)[O-])(=O)[O-].[Cu+2].C(C=C(C(=O)[O-])CC(=O)[O-])(=O)[O-].[Cu+2].[Cu+2]